(R)-5-bromo-N-(1-(4-fluorophenyl)ethyl)pyrimidin-2-amine BrC=1C=NC(=NC1)N[C@H](C)C1=CC=C(C=C1)F